N-(3-(5-fluoro-2-(3-(1-hydroxy-2-methylpropan-2-yloxy)phenylamino)pyrimidin-4-ylamino)phenyl)acrylamide FC=1C(=NC(=NC1)NC1=CC(=CC=C1)OC(CO)(C)C)NC=1C=C(C=CC1)NC(C=C)=O